(R)-4-(2-Azidobutan-2-yl)-6-chloro-1-(3-(methylsulfonyl)propoxy)-2,7-naphthyridine N(=[N+]=[N-])[C@](C)(CC)C1=CN=C(C2=CN=C(C=C12)Cl)OCCCS(=O)(=O)C